1-(1,2-thiazol-5-yl)methanamine hydrochloride Cl.S1N=CC=C1CN